C1=CC=C(C=C1)[C@H](CN)O (R)-(+)-2-phenylglycinol